Heptadecafluorooctyl-ethyl-trimethoxysilane FC(C(C(C(C(C(C(F)(F)CO[Si](OC)(OC)CC)(F)F)(F)F)(F)F)(F)F)(F)F)(C(F)(F)F)F